4-(2-cyclohexylethyl)piperazin C1(CCCCC1)CCN1CCNCC1